(S)-tert-butyl 3-methyl-6-(2-(oxetan-3-yl)benzo[d]thiazol-5-yl)-3,4-dihydropyridine-1(2H)-carboxylate C[C@@H]1CN(C(=CC1)C=1C=CC2=C(N=C(S2)C2COC2)C1)C(=O)OC(C)(C)C